1-[trans-4-cyanotetrahydro-2H-pyran-3-yl]-3-[(2-hydroxy-4-isopropyl-1,2-benzoxaborinin-6-yl)amino]pyrazole-4-carboxamide C(#N)[C@H]1[C@@H](COCC1)N1N=C(C(=C1)C(=O)N)NC=1C=CC2=C(C(=CB(O2)O)C(C)C)C1